(R)-1-(4-((2-(2,3-dihydrobenzo[b][1,4]dioxin-6-yl)pyrrolidin-1-yl)methyl)phenyl)-1H-1,2,4-triazole O1C2=C(OCC1)C=C(C=C2)[C@@H]2N(CCC2)CC2=CC=C(C=C2)N2N=CN=C2